ClC(C)C1=NC(=CC=C1)C=1N=NN(N1)CC1=C(C=CC(=C1)OC(F)(F)F)F 2-(1-chloroethyl)-6-(2-(2-fluoro-5-(trifluoromethoxy)benzyl)-2H-tetrazol-5-yl)pyridine